ClC1=C(C=CC(=C1)F)C(=O)N1CC2CCC(C1)N2C2=C(C(=CC=C2)C)O (2-Chloro-4-fluoro-phenyl)-[8-(2-hydroxy-3-methyl-phenyl)-3,8-diazabicyclo[3.2.1]octane-3-yl]methanone